N-(6-amino-5-ethyl-3-pyridyl)-2-[2-methyl-6-[2-(1-methyl-4-piperidyl)benzothiophen-5-yl]-1-piperidyl]-2-oxo-acetamide NC1=C(C=C(C=N1)NC(C(=O)N1C(CCCC1C=1C=CC2=C(C=C(S2)C2CCN(CC2)C)C1)C)=O)CC